NC1=C(C=CC=C1C1=CC=CC=C1)[O-] o-aminophenyl-phenolate